O[C@@H]1CC2=CC[C@H]3[C@@H]4CC[C@H](C(/C=C/C)=C)[C@]4(CC[C@@H]3[C@]2(CC1)C)C (22E)-3β-hydroxycholene-5(6),22(23)-diene